ClC=1C(=NC=C(C1)N1CC(NC(C1)C)C)CNC(=O)[C@H]1CCN(C2(CC2)C1)C(=O)C1=NNC(=C1)C1=CC(=NC=C1F)OC (7S)-N-((3-chloro-5-(3,5-dimethylpiperazin-1-yl)pyridin-2-yl)methyl)-4-(5-(5-fluoro-2-methoxypyridin-4-yl)-1H-pyrazole-3-carbonyl)-4-azaspiro[2.5]octane-7-carboxamide